(2S,3S,4S,5R)-3-(2-ethyl-3,4-difluoro-phenyl)-4,5-dimethyl-5-(trifluoromethyl)tetrahydrofuran C(C)C1=C(C=CC(=C1F)F)[C@H]1CO[C@]([C@H]1C)(C(F)(F)F)C